4-amino-7-(methoxymethyl)-N-methyl-N-[2-(trifluoromethyl)-6,8-dihydro-5H-pyrano[3,4-b]pyridin-5-yl]imidazo[1,5-a]quinoxaline-8-carboxamide NC=1C=2N(C3=CC(=C(C=C3N1)COC)C(=O)N(C1COCC3=NC(=CC=C31)C(F)(F)F)C)C=NC2